1-(8-bromo-3-chloroisoquinolin-5-yl)ethanone BrC=1C=CC(=C2C=C(N=CC12)Cl)C(C)=O